N-(4-((4-((R)-(3-Fluorophenyl)(hydroxy)methyl)-7-azabicyclo[2.2.1]heptan-1-yl)methyl)phenyl)methanesulfonamide FC=1C=C(C=CC1)[C@H](C12CCC(CC1)(N2)CC2=CC=C(C=C2)NS(=O)(=O)C)O